6-Isopropyl-1-(1-isopropylpiperidin-4-yl)-5-(8-methoxy-[1,2,4]triazolo[1,5-a]pyridin-6-yl)-1,3-dihydro-2H-benzo[d]imidazol-2-on C(C)(C)C=1C(=CC2=C(N(C(N2)=O)C2CCN(CC2)C(C)C)C1)C=1C=C(C=2N(C1)N=CN2)OC